OC(=O)C(F)(F)F.C(#N)C=1N=C(N(C1)COCC[Si](C)(C)C)C(=O)NC=1C(=NC(=CC1)C1CC(N(C(C1)(C([2H])([2H])[2H])C([2H])([2H])[2H])CC)(C([2H])([2H])[2H])C([2H])([2H])[2H])C1=CCC(CC1)(C)C 4-cyano-N-[2-(4,4-dimethylcyclohexen-1-yl)-6-[1-ethyl-2,2,6,6-tetrakis(trideuteriomethyl)-4-piperidyl]-3-pyridyl]-1-(2-trimethylsilylethoxymethyl)imidazole-2-carboxamide TFA salt